bis(2-(3,4-bis(5-methanesulfonyl-2-1,3,4-oxadiazolyl)butyrylamino)ethylamino)-5-oxopentanoic acid CS(=O)(=O)C1=NN=C(O1)C(CC(=O)NCCNC(C(=O)O)(CCC=O)NCCNC(CC(CC=1OC(=NN1)S(=O)(=O)C)C=1OC(=NN1)S(=O)(=O)C)=O)CC=1OC(=NN1)S(=O)(=O)C